N-(4-((4-((3S)-3-cyano-2-azabicyclo[3.1.0]hexan-2-yl)-6-(methylsulfonyl)pyridin-2-yl)amino)-5-(2,2-dimethyl-2,3-dihydro-[1,4]dioxino[2,3-b]pyridin-6-yl)pyridin-2-yl)acetamide C(#N)[C@H]1N(C2CC2C1)C1=CC(=NC(=C1)S(=O)(=O)C)NC1=CC(=NC=C1C1=CC=C2C(=N1)OCC(O2)(C)C)NC(C)=O